FC(CN)(C=1SC=CC1)F 2,2-difluoro-2-(2-thienyl)ethan-1-amine